4-chloro-6-methyl-2-(pyrrolidin-1-ylmethyl)thieno[2,3-d]pyrimidine ClC=1C2=C(N=C(N1)CN1CCCC1)SC(=C2)C